phenyl 4-(4-{4-[(1S)-1-{[(S)-tert-butylsulfinyl]amino}ethyl]phenyl}tetrahydro-2H-pyran-4-yl)piperazine-1-carboxylate C(C)(C)(C)[S@](=O)N[C@@H](C)C1=CC=C(C=C1)C1(CCOCC1)N1CCN(CC1)C(=O)OC1=CC=CC=C1